The molecule is an acyl-CoA that results from the formal condensation of the thiol group of coenzyme A with the carboxy group of oscr#9 It derives from an oscr#9. It is a conjugate acid of an oscr#9-CoA(4-). C[C@H]1[C@@H](C[C@H]([C@@H](O1)OCCCCC(=O)SCCNC(=O)CCNC(=O)[C@@H](C(C)(C)COP(=O)(O)OP(=O)(O)OC[C@@H]2[C@H]([C@H]([C@@H](O2)N3C=NC4=C(N=CN=C43)N)O)OP(=O)(O)O)O)O)O